((1R,3S)-3-((tert-butoxycarbonyl)amino)cyclopentyl)methyl 4-methylbenzenesulfonate CC1=CC=C(C=C1)S(=O)(=O)OC[C@H]1C[C@H](CC1)NC(=O)OC(C)(C)C